6-[(3S,4S)-1-(2,1,3-benzothiadiazol-5-ylmethyl)-4-methylpyrrolidin-3-yl]-1-(tetrahydro-2H-pyran-4-yl)-1,5-dihydro-4H-pyrazolo[3,4-d]pyrimidin-4-one N=1SN=C2C1C=CC(=C2)CN2C[C@H]([C@@H](C2)C)C=2NC(C1=C(N2)N(N=C1)C1CCOCC1)=O